methyl 1-((2r,3r,4s,5s)-4-((tert-butyldimethylsilyl) oxy)-5-formyl-3-methoxytetrahydrofuran-2-yl)-1H-1,2,4-triazole-3-carboxylate [Si](C)(C)(C(C)(C)C)O[C@H]1[C@H]([C@@H](O[C@@H]1C=O)N1N=C(N=C1)C(=O)OC)OC